1'-(1H-indazole-5-carbonyl)-7-isopropylspiro[isochroman-3,4'-piperidin]-1-one N1N=CC2=CC(=CC=C12)C(=O)N1CCC2(CC1)OC(C1=CC(=CC=C1C2)C(C)C)=O